C(C1=CC=CC=C1)N1N=C(CC(C1=O)C(F)(F)F)C1CCCCC1 2-benzyl-6-cyclohexyl-4-(trifluoromethyl)-4,5-dihydro-pyridazin-3(2H)-one